NC1=C2C(=NC=N1)N(N=C2C)C(C)C=2C(=C(C(=C(C2)Cl)F)C2CNC(O2)=O)OCC 5-{3-[1-(4-amino-3-methyl-1H-pyrazolo[3,4-d]pyrimidin-1-yl)ethyl]-5-chloro-2-ethoxy-6-fluorophenyl}-1,3-oxazolidin-2-one